lithium bis(oxalate) diisocyanate phosphate P(=O)([O-])([O-])[O-].[N-]=C=O.[N-]=C=O.C(C(=O)[O-])(=O)[O-].C(C(=O)[O-])(=O)[O-].[Li+]